(S)-tert-butyl 4-((2-(allyloxy)-4,5-dichlorophenyl)((tert-butylsulfinyl)imino)methyl)piperidine-1-carboxylate C(C=C)OC1=C(C=C(C(=C1)Cl)Cl)C(C1CCN(CC1)C(=O)OC(C)(C)C)=N[S@@](=O)C(C)(C)C